C1(CC(C2=CC=CC=C12)=O)=O indene-1,3-dione